FC(C(=O)O)(OC(C(OC(C(OC(F)(F)F)(F)F)(F)F)(F)F)(F)F)F perfluoro-3,6,9-trioxadecanoic acid